C(CCCCC(=O)O)(=O)O.FC=1C=C(C=CC1)[C@@H](C)C=1N=C2N(N=C(C=C2)N)C1 (1R)-1-(3-fluorophenyl)ethyl-imidazo[1,2-b]pyridazin-6-amine adipate